NC=1C2=C(N=CN1)N(C=C2C2=CC(=C(C=C2)NC(=O)NC2=CC(=NO2)C2(CCC2)C(F)(F)F)F)C2CC2 1-(4-(4-amino-7-cyclopropyl-7H-pyrrolo[2,3-d]pyrimidin-5-yl)-2-fluorophenyl)-3-(3-(1-(trifluoromethyl)cyclobutyl)isoxazol-5-yl)urea